NC1=C(C(=O)NC2CCC(CC2)O)C=C(C=N1)C1=C(C=C(C=C1)N1CCNCC1)F 2-amino-5-(2-fluoro-4-(piperazin-1-yl)phenyl)-N-(4-hydroxycyclohexyl)nicotinamide